N1C=CC2=CC=CC(=C12)OC1=NC(=NC=C1Br)NC1=CC(=C(C(=C1)OC)OC)OC 4-((1H-indol-7-yl)oxy)-5-bromo-N-(3,4,5-trimethoxyphenyl)pyrimidin-2-amine